hexaethylene glycol monomethyl ether acrylate C(C=C)(=O)OCCOCCOCCOCCOCCOCCOC